2-(2-((2-(1-(2-(cyclohexyloxy)ethyl)-6,7-dihydro-1H-[1,4]dioxino[2',3':4,5]benzo[1,2-d]imidazol-2-yl)ethyl)amino)ethyl)-N-((3-methoxypyridin-2-yl)methyl)oxazole-4-carboxamide C1(CCCCC1)OCCN1C(=NC2=C1C=C1C(=C2)OCCO1)CCNCCC=1OC=C(N1)C(=O)NCC1=NC=CC=C1OC